C(C)(C)(C)OC(C)=O.CNC(O)=O N-methyl-carbamic acid tert-butyl-acetate